C(#N)C=1C=NN2C1C(=CC(=C2)OCC)C=2C=CC(=NC2)N2CCC(CC2)(C(=O)NCC(C)C)CN2CC(C2)OC 1-(5-(3-cyano-6-ethoxypyrazolo[1,5-a]pyridin-4-yl)pyridin-2-yl)-N-isobutyl-4-((3-methoxyazetidin-1-yl)methyl)piperidine-4-carboxamide